N-[3-chloro-4-[4-(piperazine-1-carbonyl)piperazine-1-carbonyl]phenyl]-1-methyl-5-[1-prop-2-ynyl-3-(trifluoromethyl)pyrazol-4-yl]imidazole-2-carboxamide ClC=1C=C(C=CC1C(=O)N1CCN(CC1)C(=O)N1CCNCC1)NC(=O)C=1N(C(=CN1)C=1C(=NN(C1)CC#C)C(F)(F)F)C